1,2,4-trimethyl-bicyclo[2.2.1]heptane-2-carboxylic acid methyl ester COC(=O)C1(C2(CCC(C1)(C2)C)C)C